(R)-8-(1-((6-chloro-2-oxo-1,2-dihydropyridin-3-yl)amino)ethyl)-6-fluoro-3-methyl-2-(1-methyl-4,6-dihydropyrrolo[3,4-c]pyrazol-5(1H)-yl)quinazolin-4(3H)-one ClC1=CC=C(C(N1)=O)N[C@H](C)C=1C=C(C=C2C(N(C(=NC12)N1CC=2N(N=CC2C1)C)C)=O)F